1,5-dimethyl-4-vinyl-1H-pyrazole-3-carboxylic acid ethyl ester C(C)OC(=O)C1=NN(C(=C1C=C)C)C